2-(4-fluoropiperidin-4-yl)ethane-1-ol FC1(CCNCC1)CCO